4-[[4-[2-[(2S)-2-methylazetidin-1-yl]-6,7-dihydro-5H-cyclopenta[d]pyrimidin-4-yl]phenyl]methyl]morpholine C[C@@H]1N(CC1)C=1N=C(C2=C(N1)CCC2)C2=CC=C(C=C2)CN2CCOCC2